4-(5-hexyloxyl-benzimidazol-1-yl)-aniline C(CCCCC)OC1=CC2=C(N(C=N2)C2=CC=C(N)C=C2)C=C1